FC=1C=C(C=C(C1)F)C1=C(N=C2N1N=CC(=C2C(C)(C)F)C(=O)N[C@H]2CCOC1=C2C=CC=C1)C 3-(3,5-difluorophenyl)-N-[(4S)-3,4-dihydro-2H-1-benzopyran-4-yl]-8-(2-fluoropropan-2-yl)-2-methylimidazo[1,2-b]pyridazine-7-carboxamide